3-ethyl-3-(3-ethyl-3-oxetanylmethoxy)hexane C(C)C(CC)(CCC)OCC1(COC1)CC